3-fluoro-4-(5-methoxy-1H-benzo[d][1,2,3]triazol-1-yl)benzoic acid FC=1C=C(C(=O)O)C=CC1N1N=NC2=C1C=CC(=C2)OC